(4aR,8aS)-6-[4-[[4-(trifluoromethoxy)phenyl]methyl]piperidine-1-carbonyl]-4,4a,5,7,8,8a-hexahydropyrido[4,3-b][1,4]oxazin-3-one FC(OC1=CC=C(C=C1)CC1CCN(CC1)C(=O)N1C[C@@H]2[C@@H](OCC(N2)=O)CC1)(F)F